2-(2'-chloro-2-methyl-3'-((1-(1-methylpiperidin-4-yl)-1H-imidazol-4-yl)thio)-[1,1'-biphenyl]-3-yl)-5-(hydroxymethyl)benzo[d]oxazole-7-carbonitrile ClC1=C(C=CC=C1SC=1N=CN(C1)C1CCN(CC1)C)C1=C(C(=CC=C1)C=1OC2=C(N1)C=C(C=C2C#N)CO)C